ClC1=C(C=C2C(=N1)C=C(N2COCC[Si](C)(C)C)C=O)F 5-chloro-6-fluoro-1-((2-(trimethylsilyl)ethoxy)methyl)-1H-pyrrolo[3,2-b]pyridine-2-carbaldehyde